7-(8-ethylnaphthalen-1-yl)-2-(((2R,7aS)-2-fluorotetrahydro-1H-pyrrolizin-7a(5H)-yl)methoxy)-5,6,7,8-tetrahydropyrido[3,4-d]pyrimidin-4-yl 4-methylbenzenesulfonate CC1=CC=C(C=C1)S(=O)(=O)OC=1C2=C(N=C(N1)OC[C@]13CCCN3C[C@@H](C1)F)CN(CC2)C2=CC=CC1=CC=CC(=C21)CC